Cl.ClC1=CC(=C2C(=N1)C(=C(S2)[C@H](C(C)C)NC)C)NCC=2OC=CC2 5-chloro-N-[(furan-2-yl)methyl]-3-methyl-2-[(1S)-2-methyl-1-(methylamino)propyl]thieno[3,2-b]pyridin-7-amine hydrochloride